6-(difluoromethyl)-N-(7-ethoxy-2-((1S*,2R*)-2-fluorocyclopropyl)imidazo[1,2-a]pyridin-6-yl)picolinamide FC(C1=CC=CC(=N1)C(=O)NC=1C(=CC=2N(C1)C=C(N2)[C@H]2[C@@H](C2)F)OCC)F |o1:20,21|